methyl 4-(1-((R)-4-((4'-carbamoyl-2'-methyl-[1,1'-biphenyl]-3-yl) methyl) morpholin-3-amido) ethyl)-2,6-difluorobenzoate C(N)(=O)C1=CC(=C(C=C1)C1=CC(=CC=C1)CN1[C@H](COCC1)C(=O)NC(C)C1=CC(=C(C(=O)OC)C(=C1)F)F)C